1-(4-(2,6-dioxopiperidin-3-yl)phenyl)-4-fluoropiperidine-4-carbaldehyde O=C1NC(CCC1C1=CC=C(C=C1)N1CCC(CC1)(C=O)F)=O